N-(1-Ethyl-4-(4-methoxyphenyl)-1,3-dihydro-2H-imidazol-2-ylidene)-4-fluorobenzamide C(C)N1C(NC(=C1)C1=CC=C(C=C1)OC)=NC(C1=CC=C(C=C1)F)=O